FC=1C(=C2C(=NC1)NC(=C2)C=2CCN(CC2)C(=O)OC(C)(C)C)C2CCN(CC2)C(C2=CC=C(C=C2)OC(F)(F)F)=O tert-butyl 4-(5-fluoro-4-{1-[4-(trifluoromethoxy)benzoyl]piperidin-4-yl}-1H-pyrrolo[2,3-b]pyridin-2-yl)-3,6-dihydro-2H-pyridine-1-carboxylate